[Zn].[Fe].[Ga] gallium-iron-zinc